2-(4-fluorophenyl)benzo[d]oxazol-5-ol FC1=CC=C(C=C1)C=1OC2=C(N1)C=C(C=C2)O